N-(4-amino-3,4-dioxo-1-phenylbutan-2-yl)-1-(difluoromethyl)-3-(quinoxalin-2-yl)-1H-pyrazole-4-carboxamide NC(C(C(CC1=CC=CC=C1)NC(=O)C=1C(=NN(C1)C(F)F)C1=NC2=CC=CC=C2N=C1)=O)=O